C(#N)C=1C=NN2C1C(=CC(=C2)OCC)C=2C=CC(=NC2)N2CCC(CC2)(NC(C2=C(C=CC(=C2)F)F)=O)COCC(=O)OC(C)(C)C Tert-butyl 2-[[1-[5-(3-cyano-6-ethoxy-pyrazolo[1,5-a]pyridin-4-yl)-2-pyridyl]-4-[(2,5-difluorobenzoyl)amino]-4-piperidyl]methoxy]acetate